8-chloro-3,3-dimethyl-6-(pyrimido[5,4-d]pyrimidin-4-ylamino)-2,3-dihydroimidazo[1,5-a]pyridine-1,5-dione ClC1=C2N(C(C(=C1)NC=1C3=C(N=CN1)C=NC=N3)=O)C(NC2=O)(C)C